CC1=C(C(=C(C1(C)[Rh](C1(C(=C(C(=C1C)C)C)C)C)(Cl)Cl)C)C)C bis(pentamethyl-cyclopentadienyl)rhodium dichloride